6-((3S,4S)-4-Amino-3-methyl-2-oxa-8-aza-spiro[4.5]dec-8-yl)-3-(2-bromo-3-chloro-phenyl)-2,5-dimethyl-3H-pyrimidin-4-one N[C@@H]1[C@@H](OCC12CCN(CC2)C2=C(C(N(C(=N2)C)C2=C(C(=CC=C2)Cl)Br)=O)C)C